C(C)OC(CC[C@@H](C)[C@H]1CC[C@H]2[C@@H]3C([C@H]([C@@H]4CC(CC[C@]4(C)[C@H]3CC[C@]12C)=O)CC)=O)=O (5β,6β)-3,7-dioxo-6-ethyl-cholan-24-oic acid ethyl ester